C12NCC(C(C1)COC=1C=C(C(=O)O)C=CN1)C2 2-((2-azabicyclo[2.2.1]hept-5-yl)methoxy)isonicotinic acid